N[C@H](C(=O)N[C@H](C(=O)N[C@@H](C(=O)N[C@@H](CC1=CC=C(C=C1)O)C(=O)O)CC1=CC=C(C=C1)C)CCCCNC(CCCCCCC)=O)CC=1N=CN(C1)S(=O)(=O)C1=CC=C(C)C=C1 ((R)-2-((S)-2-((S)-2-amino-3-(1-tosyl-1H-imidazol-4-yl)propanamido)-6-octanamidohexanamido)-3-(p-tolyl)propanoyl)-L-tyrosine